tert-butyl (S)-4-bromo-3-((tert-butoxycarbonyl)amino)butanoate BrC[C@H](CC(=O)OC(C)(C)C)NC(=O)OC(C)(C)C